ClC1=CC=C(CNC(=O)C=2N=NSC2NC(OC2=CC=CC=C2)=O)C=C1 phenyl [4-(4-chloro-benzylcarbamoyl)-[1,2,3]thiadiazol-5-yl]-carbamate